2-{3-[2-amino-6-(hydroxymethyl)-7H-pyrrolo[2,3-d]pyrimidin-4-yl]-2-(hydroxymethyl)phenyl}-6-cyclopropyl-8-fluoroisoquinolin-1(2H)-one NC=1N=C(C2=C(N1)NC(=C2)CO)C=2C(=C(C=CC2)N2C(C1=C(C=C(C=C1C=C2)C2CC2)F)=O)CO